iso-propoxyaluminum C(C)(C)O[Al]